C(C)(C)(C)C1=CC=C(C=C1)O Para-tertiary butylphenol